1-[2-[(N-acetylcarbamimidoyl)amino]-8-(2-chlorophenyl)-9-(4-chlorophenyl)purin-6-yl]-4-methyl-piperidine-4-carboxamide C(C)(=O)NC(=N)NC1=NC(=C2N=C(N(C2=N1)C1=CC=C(C=C1)Cl)C1=C(C=CC=C1)Cl)N1CCC(CC1)(C(=O)N)C